C(C)OC=1NC(=NN1)C=1C(=CC(=C(C(=O)N2CCC(CC2)C2=C(C(=O)N)C=CC=C2)C1)CC)CC (1-(5-(5-ethoxy-4H-1,2,4-triazol-3-yl)-2,4-diethylbenzoyl)piperidin-4-yl)benzamide